2-[5-ethylsulfonyl-6-(6-iodo-3-methyl-imidazo[4,5-c]pyridin-2-yl)-3-pyridinyl]-2-methyl-propionitrile C(C)S(=O)(=O)C=1C=C(C=NC1C1=NC2=C(C=NC(=C2)I)N1C)C(C#N)(C)C